ethyl-aluminum phosphonite P([O-])[O-].C(C)[Al+2]